FC(C=1C=NC(=NC1)N1CCC(CC1)C(=O)O)(F)F 1-(5-(trifluoromethyl)pyrimidin-2-yl)piperidine-4-carboxylic acid